FC1=CC=C(C=C1)C(CCS(=O)(=O)C1=CC=CC=C1)=O 1-(4-fluorophenyl)-3-(benzenesulfonyl)propan-1-one